2-(2-(3-methoxyphenoxy)ethoxy)aniline COC=1C=C(OCCOC2=C(N)C=CC=C2)C=CC1